ClC1=C(C=CC=C1)N1N=NC(=C1)CNC(=O)[C@H]1N(C[C@@H](C1)O)C([C@H](C(C)(C)C)N1N=NC(=C1)C1CC1)=O (2S,4r)-N-[[1-(2-chlorophenyl)triazol-4-yl]methyl]-1-[(2S)-2-(4-cyclopropyltriazol-1-yl)-3,3-dimethyl-butyryl]-4-hydroxy-pyrrolidine-2-carboxamide